3-chloro-2-(difluoromethyl)-6-(ethylthio)pyridine ClC=1C(=NC(=CC1)SCC)C(F)F